OC1=C(C(=CC=C1)O)C(C)=O 2',6'-dihydroxyacetophenone